OC[C@@H](C1=CC(=CC=C1)N1CCOCC1)NC(CCC1=CC=CC=C1)=O (R)-N-[2-hydroxy-1-(3-morpholin-4-yl-phenyl)-ethyl]-3-phenyl-propionamide